2-bromo-4'-trifluoromethylbiphenyl BrC1=C(C=CC=C1)C1=CC=C(C=C1)C(F)(F)F